C(C)(C)(C)OC(N[C@H](CF)CN1C(C=2C=C3C(=CC2CC1)N(C(=N3)C=3NC1=C(C=CC=C1C3)O)C)=O)=O (S)-(1-fluoro-3-(2-(7-hydroxy-1H-indol-2-yl)-1-methyl-5-oxo-1,5,7,8-tetrahydro-6H-imidazo[4,5-g]isoquinolin-6-yl)propan-2-yl)carbamic acid tert-butyl ester